N-cyclopentyl-5-meth-yl-2-(piperidin-4-yl)-benzo[d]thiazole-6-carboxamide C1(CCCC1)NC(=O)C1=CC2=C(N=C(S2)C2CCNCC2)C=C1C